Cl.NC(CNC(C(=C)C)=O)C N-(2-aminopropyl)-methyl-acrylamide hydrochloride